NC1=CC=CC(=N1)S(=O)(=O)NC(=O)C=1C(=NC(=CC1)C1=CC(=CC(=C1)OCC(C)C)F)N1C(CC2(CCC2)C1)(C)C N-[(6-Amino-2-pyridyl)sulfonyl]-2-(6,6-dimethyl-7-azaspiro[3.4]octan-7-yl)-6-(3-fluoro-5-isobutoxyphenyl)pyridin-3-carboxamid